P(=O)(O)(O)O.C(C)O.C(C)O diethanol phosphate